C(C1(C(CCCC1)(N)N)C)C1(C(CCCC1)(N)N)C methylenebis(2-methyl-cyclohexanediamine)